(4-fluorophenyl)-5-(4-isopropylphenyl)-1H-1,2,4-triazole-3-carbaldehyde FC1=CC=C(C=C1)N1N=C(N=C1C1=CC=C(C=C1)C(C)C)C=O